N1=C(C=CC=C1)C=1C=C(C(=C(C1)C1=CC=CC=C1)C1=CC=CC=C1)C#N 5'-(pyridin-2-yl)-[1,1':2',1''-terphenyl]-3'-carbonitrile